10-methyl-19-(oxan-2-yl)-8,14-dioxa-4,10,19,20-tetraazatetracyclo[13.5.2.12,6.018,21]tricosa-1(20),2,4,6(23),15,17,21-heptaen-9-one CN1C(OCC=2C=NC=C(C3=NN(C4=CC=C(OCCC1)C=C34)C3OCCCC3)C2)=O